6-(2-Boc-6-methyl-3,4-dihydro-1H-isoquinolin-7-yl)-1-(3-chlorophenyl)-7-oxo-4,5-dihydropyrazolo[3,4-c]pyridine-3-carboxylic acid C(=O)(OC(C)(C)C)N1CC2=CC(=C(C=C2CC1)C)N1C(C2=C(CC1)C(=NN2C2=CC(=CC=C2)Cl)C(=O)O)=O